C(C)(C)OC(CC(C)O)=O 3-hydroxybutanoic acid isopropyl ester